dl-4-Dimethylaminopyridine CN(C1=CC=NC=C1)C